ClC=1C=C2C(=NC(N3C2=C(C1C1=C(C=C(C=C1)F)F)SCC(C3)OC)=O)N3C[C@@H](N[C@@H](C3)C)C 10-chloro-11-(2,4-difluorophenyl)-8-((3S,5R)-3,5-dimethylpiperazin-1-yl)-3-methoxy-3,4-dihydro-2H,6H-[1,4]thiazepino[2,3,4-ij]quinazolin-6-one